O=S1(CC(C=C1)N(C(=O)C1C=2C=CC(=CC2C1)N1C=CC=C1)CC1=CC=NC=C1)=O N-(1,1-dioxido-2,3-dihydrothiophen-3-yl)-N-(pyridin-4-ylmethyl)-3-(1H-pyrrol-1-yl)bicyclo[4.2.0]octa-1(6),2,4-triene-7-carboxamide